1-(3-(((3-(dimethylamino)propoxy)carbonyl)oxy)pentadecyl) 10-octyl decanedioate C(CCCCCCCCC(=O)OCCCCCCCC)(=O)OCCC(CCCCCCCCCCCC)OC(=O)OCCCN(C)C